ClC1=NC=C2C(C=C(NC2=C1)[C@@H]1[C@H](C1)C1=NC=CC(=N1)C)=O |r| rac-7-chloro-2-((1S*,2S*)-2-(4-methylpyrimidin-2-yl)cyclopropyl)-1,6-naphthyridin-4(1H)-one